N1C(C=CC=C1)=[Se] pyridineselon